C(C=C)(=O)N1CC(C1)C1CCNC=2N1N=C(C2C(=O)N)C2=CC=C(C=C2)OC2=C(C=CC=C2)C#N 7-(1-acryloylazetidin-3-yl)-2-(4-(2-cyanophenoxy)phenyl)-4,5,6,7-tetrahydropyrazolo[1,5-a]pyrimidine-3-carboxamide